OC1=C(C=C(C(=C1)OC)OC)C\C=C\C1=CC(=CC=C1)OC1=CC=CC=C1 (E)-1-(2-hydroxy-4,5-dimethoxyphenyl)-3-(3-phenoxyphenyl)prop-2-ene